O=C1C2=C(N=C(N1)C13CN(C(C1)C3)C(=O)OC(C)(C)C)NCCC2 tert-butyl 4-(4-oxo-3,4,5,6,7,8-hexahydropyrido[2,3-d]pyrimidin-2-yl)-2-azabicyclo[2.1.1]hexane-2-carboxylate